1-(4-(2,2-Dimethyl-4-(methylsulfonyl)piperazin-1-yl)phenyl)-5,7-difluoro-1H-indazol-6-ol CC1(N(CCN(C1)S(=O)(=O)C)C1=CC=C(C=C1)N1N=CC2=CC(=C(C(=C12)F)O)F)C